4-[[[4-[2-hydroxy-4-(trifluoromethyl)phenyl]phthalazin-1-yl]amino]methyl]tetrahydropyran-4-ol OC1=C(C=CC(=C1)C(F)(F)F)C1=NN=C(C2=CC=CC=C12)NCC1(CCOCC1)O